(Z)-1-(2-fluoro-4-(1-(4-(perfluoroethyl)phenyl)-1H-1,2,4-triazol-3-yl)phenyl)-3-(3-(1-methyl-1H-indol-5-yl)-4-oxothiazolidine-2-ylidene)urea FC1=C(C=CC(=C1)C1=NN(C=N1)C1=CC=C(C=C1)C(C(F)(F)F)(F)F)NC(=O)\N=C\1/SCC(N1C=1C=C2C=CN(C2=CC1)C)=O